tert-butyl (4-(benzyloxy)-6-(4-cyano-2-(4-methyl-4H-1,2,4-triazol-3-yl)phenyl)pyridin-2-yl)(ethyl)carbamate C(C1=CC=CC=C1)OC1=CC(=NC(=C1)C1=C(C=C(C=C1)C#N)C1=NN=CN1C)N(C(OC(C)(C)C)=O)CC